C1(CC1)C=1N=C(OC1C(=O)N1[C@H](C2=C(CC1)NC=N2)C2=NN1C(C(=CC=C1)C(F)(F)F)=C2)C2=NC=CC=C2 (R)-(4-cyclopropyl-2-(pyridin-2-yl)oxazol-5-yl)(4-(4-(trifluoromethyl)pyrazolo[1,5-a]pyridin-2-yl)-1,4,6,7-tetrahydro-5H-imidazo[4,5-c]pyridin-5-yl)methanone